C(C)(C)(C)OC(=O)N1CC(CCC1)C1=CN(C2=CC=CC=C12)C(=O)OC(C)(C)C tert-Butyl 3-[1-(tert-butoxycarbonyl)piperidin-3-yl]indole-1-carboxylate